trans-4-chlorophenyl-cyclohexanecarboxylic acid ClC1=CC=C(C=C1)C1(CCCCC1)C(=O)O